tert-butyl 4-(4-(2,6-dioxopiperidin-3-yl)-2-oxopyridin-1(2H)-yl)piperidine-1-carboxylate O=C1NC(CCC1C1=CC(N(C=C1)C1CCN(CC1)C(=O)OC(C)(C)C)=O)=O